5-((4,6-difluoro-1H-benzo[d]imidazol-5-yl)oxy)-2-fluorobenzimidamide FC1=C(C(=CC=2NC=NC21)F)OC=2C=CC(=C(C(N)=N)C2)F